N1C(=NC=C1)C1=NC=CC=C1 2-(imidazole-2-yl)pyridine